1-((3aR,5s,6aS)-5-((5-(1-methyl-1H-benzo[d][1,2,3]triazol-6-yl)-7H-pyrrolo[2,3-d]pyrimidin-2-yl)amino)hexahydrocyclopenta[c]pyrrol-2(1H)-yl)ethan-1-one CN1N=NC2=C1C=C(C=C2)C2=CNC=1N=C(N=CC12)NC1C[C@@H]2[C@@H](CN(C2)C(C)=O)C1